2,6-bis(2-ethyloxyphenyl)-4-(4-(2,4-dimethylphenyl)aminophenyl)pyridine C(C)OC1=C(C=CC=C1)C1=NC(=CC(=C1)C1=CC=C(C=C1)NC1=C(C=C(C=C1)C)C)C1=C(C=CC=C1)OCC